C1(CC1)C(CC=C)O 1-cyclopropylbut-3-en-1-ol